γ-thiobutyrolactam C1(CCCN1)=S